C(C)(=O)OC1(CC2C(C3C(C(C(OC13C)(C=C)C)(C)C)=O)CCCC2)C pentamethyl-1-oxo-3-vinyldodecahydro-1H-benzo[f]chromene-5-yl acetate